acryloxypropyl-bis(vinyldimethylsiloxy)methylsilane C(C=C)(=O)OCCC[SiH2]C(O[Si](C=C)(C)C)O[Si](C)(C)C=C